C(=C)[Si](C(C)C)(C)C vinyldimethyl(1-methyl-ethyl)silane